C(C)N1C2=C([C@@H]([C@@H](C1=O)NC(C1=CC(=CC=C1)C(F)(F)F)=O)C1=CC=C(C=C1)F)C(=NN2CCC)C |r| N-[rac-(4S,5S)-7-ethyl-4-(4-fluorophenyl)-3-methyl-6-oxo-1-propyl-4,5-dihydropyrazolo[3,4-b]pyridine-5-yl]-3-(trifluoromethyl)benzamide